[2-(2-amino-6-cyclopropylpyridin-4-yl)-5-fluorophenyl]-(3-fluoroazetidin-1-yl)methanone NC1=NC(=CC(=C1)C1=C(C=C(C=C1)F)C(=O)N1CC(C1)F)C1CC1